4-(4-(3-(ethoxycarbonyl)-5-methyl-1H-1,2,4-triazol-1-yl)-5-fluoropyrimidin-2-yl)piperazine-1-carboxylic acid tert-butyl ester C(C)(C)(C)OC(=O)N1CCN(CC1)C1=NC=C(C(=N1)N1N=C(N=C1C)C(=O)OCC)F